N-(3-(1,1-difluoropropyl)phenyl)-1-(5-methoxypyrazin-2-yl)-3-methyl-5-oxo-4,5-dihydro-1H-pyrazole-4-carboxamide FC(CC)(F)C=1C=C(C=CC1)NC(=O)C1C(=NN(C1=O)C1=NC=C(N=C1)OC)C